C(CCCCCCCCCCCCCC)NC(CCC)N N-pentadecyl-butanediamine